ClC=1N=NC=C(C1)C1(CC1)C1=CC=C(C=C1)C 3-chloro-5-(1-(p-tolyl)cyclopropyl)pyridazine